ClC1=NC=CC2=C1CCS2(=O)=O 4-chloro-2,3-dihydro-1λ6-thieno[3,2-C]pyridin-1,1-dione